tris(2-aminoethyl)-amine NCCN(CCN)CCN